methyl 4-(5-ethyl-3H-[1,2,3]triazolo[4,5-b]pyridin-3-yl)-2-fluorobenzoate C(C)C1=CC=C2C(=N1)N(N=N2)C2=CC(=C(C(=O)OC)C=C2)F